ClC=1C=C(C=CC1F)N(C(OC(C)(C)C)=O)C tert-butyl N-(3-chloro-4-fluorophenyl)-N-methylcarbamate